C(CCCCCCC)C1=CC=C(C=C1)OC1=CC=C(C=C1)CCCCCCCC mono-4-octylphenyl ether